NC1=C(NCCCN(C(OC(C)(C)C)=O)CCO)C(=CC=C1)Br tert-butyl N-[3-(2-amino-6-bromo-anilino)propyl]-N-(2-hydroxyethyl)carbamate